ClC=1C(=NC(=NC1)NC1CCOCC1)C1=CC=C2CN(C(C2=C1)=O)CC(=O)N[C@H](C)C1=CC(=CC=C1)CO 2-(6-{5-chloro-2-[(oxan-4-yl)amino]pyrimidin-4-yl}-1-oxo-2,3-dihydro-1H-isoindol-2-yl)-N-[(1R)-1-[3-(hydroxymethyl)phenyl]ethyl]acetamide